N-((2,2-difluoroethyl)carbamoyl)-2-(2-methylpyridin-3-yl)-2-(4-(trifluoromethyl)pyridine-2-yl)acetamide FC(CNC(=O)NC(C(C1=NC=CC(=C1)C(F)(F)F)C=1C(=NC=CC1)C)=O)F